The molecule is a CMP-sugar having pseudaminic acid as the sugar component. It derives from a pseudaminic acid. It is a conjugate acid of a CMP-pseudaminate. C[C@@H]([C@@H]([C@H]1[C@H]([C@H](C[C@](O1)(C(=O)O)OP(=O)(O)OC[C@@H]2[C@H]([C@H]([C@@H](O2)N3C=CC(=NC3=O)N)O)O)O)NC(=O)C)NC(=O)C)O